(3-fluoroazetidin-1-yl)methanone FC1CN(C1)C=O